CN1C(C(CCC1)C(=O)NNC(C1=C(C=CC=C1)NC1=CC=C(C=C1)C(F)(F)F)=O)=O methyl-2-oxo-N'-(2-((4-(trifluoromethyl)phenyl)amino)benzoyl)piperidine-3-carbohydrazide